5-(4-chlorobenzyl)-8-isopropyl-2-(pyrimidin-5-yl)-2,5,8-triazaspiro-[3.5]nonane-6,9-dione ClC1=CC=C(CN2C3(CN(C3)C=3C=NC=NC3)C(N(CC2=O)C(C)C)=O)C=C1